5-(3-chloroimidazo[1,2-a]pyrimidin-6-yl)-N-(trans-3-ethoxycyclobutyl)pyrrolo[2,1-f][1,2,4]triazin-2-amine ClC1=CN=C2N1C=C(C=N2)C=2C=CN1N=C(N=CC12)N[C@@H]1C[C@H](C1)OCC